C(\C=C/CCCCCC)OC(CCCNC(CCC(C(=O)NCCCC(=O)OC\C=C/CCCCCC)OC(=O)ON1C(CCC1=O)=O)=O)=O [(Z)-non-2-enyl]4-[[4-(2,5-dioxopyrrolidin-1-yl)oxycarbonyloxy-5-[[4-[(Z)-non-2-enoxy]-4-oxo-butyl]amino]-5-oxo-pentanoyl]amino]butanoate